C1(CCC1)C=1C(=NC=CC1)OC 3-cyclobutyl-2-methoxypyridine